C(C)N(C1=CC(=C(C(=O)C2=C(C(=O)O)C=CC=C2)C=C1)O)CC 2-[4-(diethylamino)-2-hydroxybenzoyl]Benzoic acid